tert-Butyl N-[2-(4,8-difluoro-6-formyl-6,7-dihydro-5H-cyclopenta[f]benzotriazol-2-yl)ethyl]-N-methyl-carbamate FC1=C2C(=C(C3=NN(N=C31)CCN(C(OC(C)(C)C)=O)C)F)CC(C2)C=O